carboxythioacetate C(=O)(O)CC(=S)[O-]